C(CC)N1[C@@H]2CCC3=C([C@H]2C=2C=CC(=C(C2C1)OC)C)C=C(C(=C3)Cl)O (6aR,12bS)-(+)-N-propyl-4-methoxy-3-methyl-10-chloro-11-hydroxy-5,6,6a,7,8,12b-hexahydrobenzo(a)phenanthridine